C(C)N1C=C(C(C2=CC=CC=C12)=O)C(=O)N1B(C2=C(C=N1)C=C(C=C2)F)O 1-ethyl-3-(6-fluoro-1-hydroxy-2,3,1-benzodiazaborinine-2-carbonyl)quinolin-4-one